BrC1=CC=C(C=C1)C1N(CCNC1)S(=O)(=O)NCCC (4-bromophenyl)-N-propyl-piperazine-1-sulfonamide